4-(1,1-Difluoroethyl)-2-methyl-5-phenyl-5H-indeno[1,2-b]pyridine FC(C)(F)C1=C2C(=NC(=C1)C)C1=CC=CC=C1C2C2=CC=CC=C2